NCCC(C(F)F)NC(C1=C(C=C(C=C1)NC=1C=2N(C=CN1)C(=CN2)C2=C(C(=C(C=C2)OC(F)F)F)F)CC)=O N-(4-amino-1,1-difluorobutan-2-yl)-4-[[3-[4-(difluoromethoxy)-2,3-difluorophenyl]imidazo[1,2-a]pyrazin-8-yl]amino]-2-ethylbenzamide